C(CCCCCCCCCCC)(=O)OC=1C=C(C(C=O)=CC1)O 4-dodecanoyloxysalicylaldehyde